6-(1,4-dioxa-8-azaspiro[4.5]-decan-8-yl)quinoline-4-carboxylic acid O1CCOC12CCN(CC2)C=2C=C1C(=CC=NC1=CC2)C(=O)O